COC(C)(C)C12CNCC(C1)C2 1-(1-methoxy-1-methyl-ethyl)-3-azabicyclo[3.1.1]heptane